tert-Butyl 2-(4-(4-methoxy-3-(N-(5-oxo-5,6,7,8-tetrahydro-1,6-naphthyridin-3-yl)sulfamoyl)phenyl)-1H-pyrazol-1-yl)acetate COC1=C(C=C(C=C1)C=1C=NN(C1)CC(=O)OC(C)(C)C)S(NC=1C=NC=2CCNC(C2C1)=O)(=O)=O